chloromethyl (tert-butoxycarbonyl)-L-valinate C(C)(C)(C)OC(=O)N[C@@H](C(C)C)C(=O)OCCl